3-(3-(4-fluorophenyl)-5-(4-(trifluoromethyl)phenyl)-4,5-dihydro-pyrazole-1-carbonyl)-7-methoxy-dihydro-benzopyran-2-one FC1=CC=C(C=C1)C1=NN(C(C1)C1=CC=C(C=C1)C(F)(F)F)C(=O)C1C(OC2=C(C1)C=CC(=C2)OC)=O